dihydropyrido[3,4-b]pyrazine N1C2=C(N=CC1)C=NC=C2